(2-(4-cyclopropyl-2H-1,2,3-triazol-2-yl)-6-fluorophenyl)((3aR,6aS)-5-(4,6-dimethylpyrimidin-2-yl)hexahydropyrrolo[3,4-c]pyrrol-2(1H)-yl)methanone C1(CC1)C1=NN(N=C1)C1=C(C(=CC=C1)F)C(=O)N1C[C@@H]2CN(C[C@@H]2C1)C1=NC(=CC(=N1)C)C